Ethyl 6-(2-((2-(4-(N,N-dimethylsulfamoyl)phenyl)-1H-benzo[d]imidazol-1-yl)methyl)phenoxy)hexanoate CN(S(=O)(=O)C1=CC=C(C=C1)C1=NC2=C(N1CC1=C(OCCCCCC(=O)OCC)C=CC=C1)C=CC=C2)C